2-(2-chlorophenyl)-N-ethyl-7-({[(pyridin-4-yl)methyl]carbamoyl}amino)-2,3-dihydro-4H-1,4-benzoxazine-4-carboxamide ClC1=C(C=CC=C1)C1OC2=C(N(C1)C(=O)NCC)C=CC(=C2)NC(NCC2=CC=NC=C2)=O